methyl 2-(isocyanatomethyl)-benzoate N(=C=O)CC1=C(C(=O)OC)C=CC=C1